N-(5-(4-amino-2-fluorophenoxy)-2-methoxyphenyl)-1-methyl-5-oxopyrrolidine-2-carboxamide NC1=CC(=C(OC=2C=CC(=C(C2)NC(=O)C2N(C(CC2)=O)C)OC)C=C1)F